[O-2].[Fe+2].[Pt+2].[O-2] platinum-iron oxide